Cl.N[C@@H]1CN(CC[C@H]1F)C1=NC2=C(N1CC1=NC=C(C#N)C=C1)C=C(C=C2)OC 6-((2-((3R,4R)-3-amino-4-fluoropiperidin-1-yl)-6-methoxy-1H-benzo[d]imidazol-1-yl)methyl)nicotinonitrile hydrochloride